C(C)OC(=O)C=1N=COC1N 5-amino-oxazole-4-carboxylic acid ethyl ester